FC(CN1N=NC=C1CN1N=CC(=C1)N)(F)F 1-[[3-(2,2,2-trifluoroethyl)triazol-4-yl]methyl]pyrazol-4-amine